FC1=CC=C(COC2=CC=C3CCN(CC3=C2)C(=O)OC(C)(C)C)C=C1 tert-butyl 7-((4-fluorobenzyl) oxy)-3,4-dihydroisoquinoline-2(1H)-carboxylate